ClC1=C(C=CC=C1)[C@@H]1[C@@](O1)(C1=C(C=C(C=C1)F)F)CN1N=CN=C1SC#N |o1:7,8| 1-{[rel-(2R,3R)-3-(2-chlorophenyl)-2-(2,4-difluoro-phenyl)oxiran-2-yl]methyl}-1H-1,2,4-triazol-5-yl thiocyanate